13-eicosenoic acid C(CCCCCCCCCCCC=CCCCCCC)(=O)O